NC=1C=C(C=C(C1)C(F)(F)F)[C@@H](C)NC(=O)C=1C=2N(C=C(C1)Br)C[C@H](N2)C (2R)-N-[(1R)-1-[3-amino-5-(trifluoromethyl)phenyl]ethyl]-6-bromo-2-methyl-2,3-dihydroimidazo[1,2-a]pyridine-8-carboxamide